(2-((5-chloro-2-((5-ethyl-2-Methoxy-4-(2-methyl-2,7-diazaspiro[3.5]non-7-yl)phenyl)amino)pyrimidin-4-yl)amino)-4,5-dimethyl-phenyl)dimethylphosphine oxide ClC=1C(=NC(=NC1)NC1=C(C=C(C(=C1)CC)N1CCC2(CN(C2)C)CC1)OC)NC1=C(C=C(C(=C1)C)C)P(C)(C)=O